[N+](=O)([O-])C1=CC=C(C=C1)C1CCN(CC1)CC1=C2CCNCC2=CC=C1 5-[[4-(4-nitrophenyl)-1-piperidyl]methyl]-1,2,3,4-tetrahydroisoquinoline